C(C)OC(=O)C1=CC=NC2=CC=C(C=C12)N1C[C@@H](OCC1)C (S)-6-(2-methylmorpholino)quinoline-4-carboxylic acid ethyl ester